BrCC1=C(C(=O)OC)C=C(C=C1)OC methyl 2-(bromomethyl)-5-methoxy-benzoate